N(=[N+]=[N-])C1=NC(=NC(=N1)NCCCCCCCCCCCC)Cl 2-azido-4-dodecylamino-6-chloro-1,3,5-triazine